trans-methyl 3-(2-(((1r,4r)-4-((tert-butoxycarbonyl)amino)cyclohexyl)amino)-5-fluoropyrimidin-4-yl)benzoate C(C)(C)(C)OC(=O)N[C@@H]1CC[C@H](CC1)NC1=NC=C(C(=N1)C=1C=C(C(=O)OC)C=CC1)F